[Cl-].C(C)[N+]1=CN(C=C1)C=C 3-ethyl-1-vinylimidazolium chloride